C(C1=CC=CC=C1)OCC(CCCCCCCCCCCCCC)O 1-(benzyloxy)hexadecan-2-ol